1-(6-(4-amino-7-methyl-5-(4-((6-methylpyridin-2-yl)oxy)phenyl)-7H-pyrrolo[2,3-d]pyrimidin-6-yl)-3,4-dihydroisoquinolin-2(1H)-yl)prop-2-en-1-one NC=1C2=C(N=CN1)N(C(=C2C2=CC=C(C=C2)OC2=NC(=CC=C2)C)C=2C=C1CCN(CC1=CC2)C(C=C)=O)C